C1(=CC=CC=C1)N1CNC(C12CCNCC2)=O 1-phenyl-1,3,8-triazaspiro(4.5)decan-4-one